5-(5-(3-benzyl-1-((1-methyl-1H-imidazol-2-yl)sulfonyl)pyrrolidin-3-yl)-6-methyl-1H-indazol-1-yl)-1-methylpyridin-2(1H)-one C(C1=CC=CC=C1)C1(CN(CC1)S(=O)(=O)C=1N(C=CN1)C)C=1C=C2C=NN(C2=CC1C)C=1C=CC(N(C1)C)=O